C(=O)(OC(C)(C)C)N=CC1CCCCC1 cyclohexylformaldehyde N-Boc imine